FC(C1=C(CN2N=CC(=C2)NC(C2=CN=CC(=C2)C=2OC=CC2)=O)C=CC(=C1)C(F)(F)F)(F)F N-(1-(2,4-bis(trifluoromethyl)benzyl)-1H-pyrazol-4-yl)-5-(furan-2-yl)nicotinamide